COC=1C=C2CCN3C(C2=CC1C1=NN(C=C1)C)=C(N=C3C(=O)N3[C@@](CCC3)([C@H](C(F)(F)F)O)C)C=3SC=CC3 (8-methoxy-9-(1-methyl-1H-pyrazol-3-yl)-1-(thiophen-2-yl)-5,6-dihydroimidazo[5,1-a]isoquinolin-3-yl)((S)-2-methyl-2-((R)-2,2,2-trifluoro-1-hydroxyethyl)pyrrolidin-1-yl)methanone